R-8-methyl-6-[1-(tetrahydro-pyran-4-yl)-ethoxy]-2-(4-trifluoromethyl-pyridin-2-yl)-3H-quinazolin-4-one CC=1C=C(C=C2C(NC(=NC12)C1=NC=CC(=C1)C(F)(F)F)=O)O[C@H](C)C1CCOCC1